S1C=C(C2=C1CNCC2)C(=O)[O-] 4,5,6,7-tetrahydro-thieno[2,3-c]Pyridine-3-carboxylate